3-butyl-3-ethylisobenzofuran C(CCC)C1(OCC2=CC=CC=C12)CC